FC1=NC(=CC=C1C=1SC=2C(N(CCC2N1)C=1C=NC=CC1)=O)N1C[C@H](CC1)F (S)-2-(2-fluoro-6-(3-fluoropyrrolidin-1-yl)pyridin-3-yl)-5-(pyridin-3-yl)-6,7-dihydrothiazolo[5,4-c]pyridin-4(5H)-one